4-(1-methyl-1H-pyrazol-4-yl)-3-(3-(pyridin-3-yl)pyrazolo[1,5-a]pyridin-5-yl)-1H-pyrrolo[2,3-b]pyridine CN1N=CC(=C1)C1=C2C(=NC=C1)NC=C2C2=CC=1N(C=C2)N=CC1C=1C=NC=CC1